Cl.OC1(CCNCC1)CN1C=CC2=CC(=CC(=C12)C1=NC=NN2C1=CC(=C2)CN2C(C1C(C1C2=O)(C)C)=O)C(F)(F)F 3-((4-(1-((4-hydroxypiperidin-4-yl)methyl)-5-(trifluoromethyl)-1H-indol-7-yl)pyrrolo[2,1-f][1,2,4]triazin-6-yl)methyl)-6,6-dimethyl-3-azabicyclo[3.1.0]hexane-2,4-dione hydrochloride